4-(2-Chloro-7-methyl-8-oxo-7,8-dihydro-9H-purin-9-yl)tetrahydro-2H-pyran ClC1=NC=C2N(C(N(C2=N1)C1CCOCC1)=O)C